FC(C(=O)O)(F)F.COC1=CC(=C(C=C1OC)NC(=O)C=1OC=C(C(C1)=O)O)C(NC1=CC=C(C=C1)CCNC)=O N-(4,5-Dimethoxy-2-((4-(2-(methylamino)ethyl)phenyl)carbamoyl)phenyl)-5-hydroxy-4-oxo-4H-pyran-2-carboxamide trifluoroacetate salt